3-(dimethylamino)propyl (7-octyl-1-((tetrahydro-2H-pyran-2-yl)oxy)pentadecan-5-yl) carbonate C(OCCCN(C)C)(OC(CCCCOC1OCCCC1)CC(CCCCCCCC)CCCCCCCC)=O